NC1=NC=C(C=C1OC=1C=C(C=CC1)NC(C1=CC(=CC=C1)C1(CCCC1)O)=O)Cl N-(3-((2-amino-5-chloropyridin-3-yl)oxy)phenyl)-3-(1-hydroxycyclopentyl)benzamide